6-fluoro-5-(2-fluorophenoxy)-3-(((3-fluoropyridin-2-yl)methyl)amino)-4H-benzo[e][1,2,4]thiadiazine 1,1-dioxide FC=1C=CC2=C(NC(=NS2(=O)=O)NCC2=NC=CC=C2F)C1OC1=C(C=CC=C1)F